(1S,2R,4S,5R)-9-(benzyloxy)-N-(2,4-difluorobenzyl)-5-hydroxy-4-methoxy-2-methyl-8,10-dioxo-3,4,5,6,8,10-hexahydro-2H-1,7-methanopyrido[1,2-b][1,2,5]triazecine-11-carboxamide C(C1=CC=CC=C1)OC=1C(C(=CN2N3[C@@H](C[C@@H]([C@@H](CN(C(C21)=O)C3)O)OC)C)C(=O)NCC3=C(C=C(C=C3)F)F)=O